CN(C)CCC(C(=O)O)=C.CN(C)CCOC(C=C)=O.CC1OC2(OC1)CC1=C(C=C(S1)N(CC1=C(C=CC=C1)C(F)(F)F)C(C)=O)CC2 Methyl-2-[acetyl(2-trifluoromethylbenzyl)amino]-4,7-dihydro-5H-spiro[1-benzothiophene-6,2'-[1,3]dioxolane] dimethylaminoethyl-acrylate (dimethylaminoethyl-acrylate)